COC=1N(C=C(N1)C1COCC1)C(=O)NCCCC1=CC=CC=C1 2-Methoxy-N-(3-phenylpropyl)-4-(tetrahydrofuran-3-yl)-1H-imidazole-1-carboxamide